2,6-di(chloroethyl)aniline sodium 3-chloro-7-[2-fluoro-4-(trifluoromethyl)phenyl]-2-methyl[1]benzothieno[2,3-b]pyridin-4-olate ClC=1C(=C2C(=NC1C)SC1=C2C=CC(=C1)C1=C(C=C(C=C1)C(F)(F)F)F)[O-].[Na+].ClCCC1=C(N)C(=CC=C1)CCCl